7-((((S)-1-cyclobutylethyl)amino)methyl)-3-fluoro-N-(3-((1s,3R)-3-methyl-1-(4-methyl-4H-1,2,4-triazol-3-yl)cyclobutyl)phenyl)-1H-pyrrolo[3,2-b]pyridine-5-carboxamide C1(CCC1)[C@H](C)NCC1=C2C(=NC(=C1)C(=O)NC1=CC(=CC=C1)C1(CC(C1)C)C1=NN=CN1C)C(=CN2)F